N-[2-(5-Isopropylthio-1H-indol-3-yl)ethyl]acetamide C(C)(C)SC=1C=C2C(=CNC2=CC1)CCNC(C)=O